Cl.FC(C=1C=C(C=NC1)N1C(CC2(CCNC2)CC1)=O)(F)F 8-(5-(trifluoromethyl)pyridin-3-yl)-2,8-diazaspiro[4.5]decan-7-one hydrochloride